1-(4-(3-methoxyazetidin-3-yl)phenyl)pyrrolidine hydrochloride Cl.COC1(CNC1)C1=CC=C(C=C1)N1CCCC1